N-(5-(6-Azaspiro[2.5]octan-6-yl)-4-((3-(3,3,3-trifluoropropoxy)phenyl)amino)quinazolin-7-yl)-2-hydroxyethane-1-sulfonamide C1CC12CCN(CC2)C2=C1C(=NC=NC1=CC(=C2)NS(=O)(=O)CCO)NC2=CC(=CC=C2)OCCC(F)(F)F